O.[Zn+2] zinc (II) water